2-(2-(3-bromophenyl)-4-methyl-oxetane-2-carbonyl)-N-methyl-thiosemicarbazide BrC=1C=C(C=CC1)C1(OC(C1)C)C(=O)N(NC)C(=S)N